3-chloro-4-chloromethyl-1-(α,α,α-trifluoro-m-tolyl)-2-pyrrolidone ClC1C(N(CC1CCl)C=1C=C(C=CC1)C(F)(F)F)=O